NC1=NN2C(N=CC=C2)=C1C(=O)N[C@@H](C)C=1N(C(C2=C(C=CC=C2C1)C#CC=1C=NN(C1)C)=O)C1=CC=CC=C1 (S)-2-Amino-N-(1-(8-((1-methyl-1H-pyrazol-4-yl)ethynyl)-1-oxo-2-phenyl-1,2-dihydroisoquinolin-3-yl)ethyl)pyrazolo[1,5-a]pyrimidine-3-carboxamide